BrC1=CC=C(C=C1)C(F)(F)C1CCCC1 1-bromo-4-(cyclopentyl-difluoromethyl)benzene